CN(S(=O)(=O)N(C(OC(C)(C)C)=O)CC1=CN(C2=CC(=CC=C12)C1=CC=NC=C1)C(C(C)(C)C)=O)C tert-butyl (N,N-dimethylsulfamoyl)((1-pivaloyl-6-(pyridin-4-yl)-1H-indol-3-yl)methyl)carbamate